C1(=CC=CC=C1)CCN β-Phenylethylamine